(S)-N-(1-(3-chloro-5-fluorophenyl)-2-hydroxyethyl)-1-(5-methyl-2-((tetrahydro-2H-pyran-4-yl)amino)-pyrimidin-4-yl)-1H-imidazole-4-carboxamide ClC=1C=C(C=C(C1)F)[C@@H](CO)NC(=O)C=1N=CN(C1)C1=NC(=NC=C1C)NC1CCOCC1